2-(dimethyl)aminoethanethiol hydrochloride Cl.CN(CCS)C